2-((1S,2R)-2-fluoro-1'-oxo-6'-(1-fluorocyclopropyl)-1'H-spiro[cyclopropane-1,4'-isoquinoline]-2'(3'H)-yl)acetic acid methyl ester COC(CN1C(C2=CC=C(C=C2[C@@]2(C1)[C@@H](C2)F)C2(CC2)F)=O)=O